1-(4-chloro-3-(trifluoromethyl)phenyl)-3-(2,4-difluoro-3-(3-(piperazin-1-yl)quinoxaline-6-carbonyl)phenyl)urea ClC1=C(C=C(C=C1)NC(=O)NC1=C(C(=C(C=C1)F)C(=O)C=1C=C2N=C(C=NC2=CC1)N1CCNCC1)F)C(F)(F)F